bromo-4-chlorobenzofuran BrC=1OC2=C(C1)C(=CC=C2)Cl